C1(CC1)C=1C=C(C=2N(C1)C=C(N2)CN(C(OC(C)(C)C)=O)C)S(=O)(=O)C tert-butyl ((6-cyclopropyl-8-(methylsulfonyl)imidazo[1,2-a]pyridin-2-yl)methyl)(methyl)carbamate